ClCC1=C(C=CC=C1)F 1-(chloromethyl)-2-fluoro-benzene